5-(tert-butyl)-N-(3',5'-di-tert-butyl-[1,1'-biphenyl]-4-yl)-[1,1'-biphenyl]-2-amine C(C)(C)(C)C1=CC=C(C(=C1)C1=CC=CC=C1)NC1=CC=C(C=C1)C1=CC(=CC(=C1)C(C)(C)C)C(C)(C)C